NC1=NC(=C(C=2N1C(N(N2)C[C@@H]2OCCC2)=O)C2=CC(=NC(=C2)OC)CO)C2=CC=C(C=C2)F 5-amino-7-(4-fluorophenyl)-8-[2-(hydroxymethyl)-6-methoxy-4-pyridyl]-2-[[(2R)-tetrahydrofuran-2-yl]methyl]-[1,2,4]triazolo[4,3-c]pyrimidin-3-one